(S)-(4-(8-((4,6-difluoroindolin-1-yl)methyl)-6-(dimethylcarbamoyl)-4-oxo-4H-chromen-2-yl)morpholin-2-yl)methyl methanesulfonate CS(=O)(=O)OC[C@@H]1CN(CCO1)C=1OC2=C(C=C(C=C2C(C1)=O)C(N(C)C)=O)CN1CCC2=C(C=C(C=C12)F)F